ClC1=CC=C(C=C1)C1=NOC(=N1)[C@H](C)NC=1N=CC2=C(N1)N(C(C=C2)=O)CC(C)(C)C 2-({(1S)-1-[3-(4-chlorophenyl)-1,2,4-oxadiazol-5-yl]ethyl}amino)-8-(2,2-dimethylpropyl)pyrido[2,3-d]pyrimidin-7(8H)-one